2,3-dihydro-N,6-dimethyl-1-(2-methylphenyl)-1H-pyrrolo[3,2-c]quinolin-4-amine CNC1=NC=2C(=CC=CC2C2=C1CCN2C2=C(C=CC=C2)C)C